(S)-3-((R)-4-fluoro-5-(4-((4-(2-hydroxypropan-2-yl)piperidin-1-yl)methyl)pyridin-2-yl)-3-methyl-1-oxoisoindolin-2-yl)piperidine FC1=C2[C@H](N(C(C2=CC=C1C1=NC=CC(=C1)CN1CCC(CC1)C(C)(C)O)=O)[C@@H]1CNCCC1)C